COC(NC1=NC=CC=C1)=O methyl(pyridin-2-yl)carbamate